CS(=O)(=O)N1CCC(CC1)OC1=CN=CC2=CC=C(C=C12)C=1C=NN2C1C=CC(=C2)C(F)(F)F 4-((1-(methylsulfonyl)piperidin-4-yl)oxy)-6-(6-(trifluoromethyl)pyrazolo[1,5-a]pyridin-3-yl)isoquinoline